4-[2'-(2,6-dioxo-3-piperidinyl)-1'-oxo-spiro[cyclopropane-1,3'-isoindoline]-5'-yl]piperazine-1-carboxylic acid tert-butyl ester C(C)(C)(C)OC(=O)N1CCN(CC1)C=1C=C2C3(N(C(C2=CC1)=O)C1C(NC(CC1)=O)=O)CC3